C(C)[Si]1(O[Si](O[Si](O1)(C=C)CC)(C=C)CC)C=C triethyl-trivinylcyclotrisiloxane